FC(S(=O)(=O)[O-])(F)F.N1=C(C=CC2=CC=C3C=CC(=NC3=C12)C(=O)NC=1C=[N+](C2=CC=CC=C2C1)C)C(=O)NC=1C=[N+](C2=CC=CC=C2C1)C.FC(S(=O)(=O)[O-])(F)F 3,3'-[1,10-Phenanthroline-2,9-diylbis(carbonylimino)]bis[1-methylquinolinium] 1,1,1-trifluoromethanesulfonate